N-(3-aminoimidazo[1,2-a]pyridin-6-yl)-2,2,2-trifluoro-N-methylacetamide NC1=CN=C2N1C=C(C=C2)N(C(C(F)(F)F)=O)C